CC1=C(C=CC=C1)C=1N(C=NN1)C1=C(C=CC=C1C)C 5-(2-methylphenyl)-4-(2,6-dimethylphenyl)-4H-1,2,4-triazol